7-chloro-2-(1,3-oxazol-2-yl)[1,2,4]triazolo[1,5-c]pyrimidin-5-amine ClC1=CC=2N(C(=N1)N)N=C(N2)C=2OC=CN2